(2S)-N-((2S)-1-((3S,5S)-3-cyano-8-methyl-6-oxo-2,7-diazaspiro[4.4]nonan-2-yl)-4-methyl-1-oxopentan-2-yl)-N-methyl-2-(2,2,2-trifluoroacetamido)propanamide C(#N)[C@H]1N(C[C@]2(C1)C(NC(C2)C)=O)C([C@H](CC(C)C)N(C([C@H](C)NC(C(F)(F)F)=O)=O)C)=O